NC1=CC(=NC=C1)NC(C=C)=O N-(4-aminopyridin-2-yl)acrylamide